COC(=O)C1=CC=C2CC(NC2=C1)=O 2-oxo-2,3-dihydro-1H-indole-6-carboxylic acid Methyl ester